FC=1C=C(C=C2CCC(NC12)=O)O 8-fluoro-6-hydroxy-3,4-dihydro-1H-quinolin-2-one